(R)-N,N-dimethyl-1-(morpholin-2-yl)methanamine CN(C[C@H]1CNCCO1)C